FC(OC1=CC=CC=2C(N([C@H]3C=4N([C@@H](C21)C3)C3=C(N4)C=CC(=C3)C3=CC(=C(C=C3)[C@@H](C)P(=O)(C)C)F)C([2H])([2H])[2H])=O)F |o1:29| (7R,14R)-1-(difluoromethoxy)-11-(4-((R or S)-1-(dimethylphosphoryl)ethyl)-3-fluorophenyl)-6-(methyl-d3)-6,7-dihydro-7,14-methanobenzo[f]benzo[4,5]imidazo[1,2-a][1,4]diazocin-5(14H)-one